bis(3,5-di-t-butyl-4-hydroxybenzylphosphonate) calcium [Ca+2].C(C)(C)(C)C=1C=C(CP([O-])([O-])=O)C=C(C1O)C(C)(C)C.C(C)(C)(C)C=1C=C(CP([O-])([O-])=O)C=C(C1O)C(C)(C)C.[Ca+2]